C(C)OC(=O)C=1NC=C(C1C#CC1=C(C=CC=C1)C)C(=O)OCC 3-((2-Methylphenyl)ethynyl)-1H-pyrrole-2,4-dicarboxylic acid diethyl ester